Cl.FC(C=1C=C(C(=NC1)NC1=NC(=NS1)C=1C=C2C(=CN1)N(CC2)C)NC)F 5-(Difluoromethyl)-N3-methyl-N2-(3-(1-methyl-2,3-dihydro-1H-pyrrolo[2,3-c]pyridin-5-yl)-1,2,4-thiadiazol-5-yl)pyridine-2,3-diamine hydrochloride